O1C(OCC1)C(=O)NC=1C=CC(=NC1)C=1N=NN(C1NC(O[C@H](C)C=1C(=NC=CC1)Cl)=O)C (R)-1-(2-chloropyridin-3-yl)ethyl (4-(5-(1,3-dioxolane-2-carboxamido)pyridin-2-yl)-1-methyl-1H-1,2,3-triazol-5-yl)carbamate